BrC1=CC2=C(C3=C(O2)C=C2OC4=C(C2=C3)C3=CC=CC=C3C(=C4)Br)C=4C=CC=CC14 5,11-dibromo-dinaphtho[1,2-d:1',2'-d']Benzo[1,2-b:5,4-b']Difuran